C1(=CC=CC=C1)C(CNC(=O)C=1OC2=C(C1)C=CC=C2OC)C2=CC=CC=C2 N-(2,2-diphenylethyl)-7-methoxybenzofuran-2-carboxamide